ClC=1C(=C2C=NNC2=C(C1F)C(C(F)(F)F)F)C=1N=CC=2N(C1)C=C(N2)NC(=O)[C@H]2[C@H](C2)F (1S,2S)-N-(6-(5-chloro-6-fluoro-7-(1,2,2,2-tetrafluoroethyl)-1H-indazol-4-yl)imidazo[1,2-a]pyrazin-2-yl)-2-fluorocyclopropane-1-carboxamide